O1COCC(C1)OC1=NC=C(C(=C1)N1C(C2=C(C=C1)N(N=C2)CC2=C(C=CC=C2)Cl)=O)Cl 5-(2-((1,3-dioxan-5-yl)oxy)-5-chloropyridin-4-yl)-1-(2-chlorobenzyl)-1,5-dihydro-4H-pyrazolo[4,3-c]pyridin-4-one